C(CCCCCCC\C=C/CCCCCCCC)(=O)OCCCCCCC(CCCCCCOC(CCCCCCC\C=C/CCCCCCCC)=O)(O)CCCCN(C)C 7-(4-(Dimethylamino)butyl)-7-hydroxytridecane-1,13-diyl dioleate